N-(2-hydroxypropyl)-5-(piperazin-1-yl)pyridinamide OC(CNC(=O)C1=NC=C(C=C1)N1CCNCC1)C